2-(4-((6-methylpyridin-2-yl)carbamoyl)phenyl)-9,10-dihydro-4H-benzo[d]pyrazolo[1,5-a][1,3]diazepine-3-carboxamide CC1=CC=CC(=N1)NC(=O)C1=CC=C(C=C1)C1=NN2C(NC3=C(CC2)C=CC=C3)=C1C(=O)N